ClC=1N=C(NC1[C@H]1[C@H](CN(CC1)S(=O)(=O)C1=CC=C(O1)C(=O)N1CC(C1)O)C)C1=NC=C(C=C1)F [5-[[(3R,4R)-4-[4-Chloro-2-(5-fluoro-2-pyridyl)-1H-imidazol-5-yl]-3-methyl-1-piperidyl]sulfonyl]-2-furyl]-(3-hydroxyazetidin-1-yl)methanone